tert-Butyl N-[(3S)-1-(3-{[(3-chlorophenyl)methyl]amino}-6-[1-(4-methylbenzenesulfonyl)-5-(methylcarbamoyl)-1H-pyrrolo[2,3-b]pyridin-3-yl]quinolin-4-yl)piperidin-3-yl]carbamate ClC=1C=C(C=CC1)CNC=1C=NC2=CC=C(C=C2C1N1C[C@H](CCC1)NC(OC(C)(C)C)=O)C1=CN(C2=NC=C(C=C21)C(NC)=O)S(=O)(=O)C2=CC=C(C=C2)C